BrC1=CC(=C(C(=O)NC=2C=NC(=C(C2)Cl)N2N=CC=N2)C=C1F)Cl 4-bromo-2-chloro-N-(5-Chloro-6-(2H-1,2,3-triazol-2-yl)pyridin-3-yl)-5-fluorobenzamide